ClC=1C=C(C=C(C1F)Cl)C(C(F)(F)F)=O 1-(3,5-dichloro-4-fluorophenyl)-2,2,2-trifluoroethane-1-one